OCCCCCCOC1=C(C=CC=C1)\C=C\C(=O)C1=CC=CC=C1 (6-hydroxyhexyloxy)chalcone